[Al].[Li].[K] potassium lithium aluminum